C1(CCCCC1)[C@@H](C(=O)NC1=CC(=C(C=C1)C=1C(=NNC1C)C)O)NC(OC1CC1)=O cyclopropyl N-[(1S)-1-cyclohexyl-2-[4-(3,5-dimethyl-1H-pyrazol-4-yl)-3-hydroxy-anilino]-2-oxo-ethyl]carbamate